BrC1=CC=CC=2C3C(OC21)CC(C3\C=C\[C@H](C(CC#CC)C)O)O |r| 5-bromo-1-((3SR,E)-3-hydroxy-4-methyloct-1-en-6-yn-1-yl)-2,3,3a,8b-tetrahydro-1H-cyclopenta[b]benzofuran-2-ol